O=C1NC(CCC1N1C(C2=CC(=C(C=C2C1=O)N1[C@@H]2CN([C@H](C1)C2)CC2CCNCC2)F)=O)=O 4-(((1S,4S)-5-(2-(2,6-dioxopiperidin-3-yl)-6-fluoro-1,3-dioxoisoindoline-5-yl)-2,5-diazabicyclo[2.2.1]heptane-2-yl)methyl)piperidine